2-[5-(4-Bromophenyl)-1,3,4-oxadiazol-2-yl]propane-2-sulfonamide BrC1=CC=C(C=C1)C1=NN=C(O1)C(C)(C)S(=O)(=O)N